ClC(=C[C@@H]1C([C@H]1C(=O)O)(C)C)Cl trans-3-(2,2-dichlorovinyl)-2,2-dimethylcyclopropane-1-carboxylic acid